ClC1=C(C=CC=C1)C(C1=CC=CC=C1)(C1=CC=CC=C1)O.[O].[Ti].[Ag] silver-titanium oxygen 2-chlorophenyl-benzhydrol